ethyl 2-{5'-fluoro-1',6-dimethyl-[4,6'-biindazol]-1-yl}acetate FC=1C=C2C=NN(C2=CC1C=1C=2C=NN(C2C=C(C1)C)CC(=O)OCC)C